tert-butyl 3-(5-fluoropyrimidin-4-yl)azetidine-1-carboxylate FC=1C(=NC=NC1)C1CN(C1)C(=O)OC(C)(C)C